COCCCC1=CN=C(C(=N1)N1CCC(CC1)C(=O)O)C1=CC=NC2=CC(=CC=C12)OC 1-(6-(3-methoxypropyl)-3-(7-methoxyquinolin-4-yl)pyrazin-2-yl)piperidine-4-carboxylic acid